NC1=C(C(=O)O)C=C(N=C1Br)F 3-amino-2-bromo-6-fluoroisonicotinic acid